2-chloro-9-isopropyl-N-(2-(1-methyl-1H-pyrazol-4-yl)benzyl)-9H-purin-6-amine ClC1=NC(=C2N=CN(C2=N1)C(C)C)NCC1=C(C=CC=C1)C=1C=NN(C1)C